6-(2-cyclopropyl-6,7-dihydro-5H-cyclopenta[d]pyrimidin-4-yl)-3-(trifluoromethyl)-5,6,7,8-tetrahydro-1,6-naphthyridine C1(CC1)C=1N=C(C2=C(N1)CCC2)N2CC=1C=C(C=NC1CC2)C(F)(F)F